C(CCCCCCCCCCCCCCC)NC(=O)CC(C(=O)O)CCCCCCCCCCCCCC hexadecylcarbamoylmethyl-hexadecanoic acid